C1(CCCCC1)C(C(=O)OCC)(C(C(=O)OCC)C1CCCCC1)C#N diethyl 2,3-dicyclohexyl-2-cyanobutanedioate